2-(2-(5-(trifluoromethyl)-1,2,4-oxadiazol-3-yl)-6,7-dihydrothieno[3,2-c]pyridin-5(4H)-yl)acetic acid FC(C1=NC(=NO1)C1=CC=2CN(CCC2S1)CC(=O)O)(F)F